trans-tert-butyl 7-(2-((4-cyanophenyl)(((1r,4r)-4-methylcyclohexyl)methyl)amino)ethyl)-6,8-dioxa-2-azaspiro[3.5]nonane-2-carboxylate C(#N)C1=CC=C(C=C1)N(CCC1OCC2(CN(C2)C(=O)OC(C)(C)C)CO1)C[C@@H]1CC[C@H](CC1)C